CNC1=CC=2N(C=C1)N=CC2C2=NC(=CC=C2)C2CNCCC2 N-methyl-3-[6-(3-piperidyl)-2-pyridyl]pyrazolo[1,5-a]pyridin-5-amine